4-cyano-4'-octyl-biphenyl C(#N)C1=CC=C(C=C1)C1=CC=C(C=C1)CCCCCCCC